Cl.FC1=CC=C2C(=CC=NC2=C1)OC1CCNCC1 7-fluoro-4-(piperidin-4-yloxy)quinoline hydrochloride